1-(9-Methyl-carbazol-3-yl)-3-octyl-2H-imidazol-3-ium CN1C2=CC=CC=C2C=2C=C(C=CC12)N1C[NH+](C=C1)CCCCCCCC